FC=1C=C(NC2=CC3=C(C(=N2)C(=O)NC2(COCC2)C)OCO3)C=C(C1)F 6-(3,5-difluoroanilino)-N-(3-methyltetrahydrofuran-3-yl)-[1,3]dioxolo[4,5-c]pyridine-4-carboxamide